FC1=C(C=CC=C1)C#CC1=CC=C(C(=O)NCC2(CCOCC2)O)C=C1 4-((2-fluorophenyl)ethynyl)-N-((4-hydroxytetrahydro-2H-pyran-4-yl)methyl)benzamide